5-(4-((1-(2-(4-(4-chloro-1-(4-hydroxyphenyl)-2-phenylbut-1-en-1-yl)phenoxy)ethyl)piperidin-4-yl)methyl)-3,5-dimethylpiperazin-1-yl)-2-(2,6-dioxopiperidin-3-yl)isoindoline-1,3-dione ClCCC(=C(C1=CC=C(C=C1)O)C1=CC=C(OCCN2CCC(CC2)CN2C(CN(CC2C)C=2C=C3C(N(C(C3=CC2)=O)C2C(NC(CC2)=O)=O)=O)C)C=C1)C1=CC=CC=C1